4-((3-(1-(2,2-difluoroethyl)-3-(trifluoromethyl)-1H-pyrazol-4-yl)imidazo[1,2-a]pyrazin-8-yl)amino)-2-ethyl-N-(2-(2-(pyrrolidin-1-yl)ethoxy)ethyl)benzamide FC(CN1N=C(C(=C1)C1=CN=C2N1C=CN=C2NC2=CC(=C(C(=O)NCCOCCN1CCCC1)C=C2)CC)C(F)(F)F)F